FC=1C=C2C(=C(\C(\C2=CC1)=C/C1=CC=C(C=C1)OC1=CC(=C(C=C1)F)F)C)CC(=O)O 2-[(1E)-5-Fluoro-2-methyl-1-({4-[3,4-difluorophenoxy]phenyl}methylidene)-1H-inden-3-yl]acetic acid